C(C)(C)(C)OC(NC1=CC(=NC(=C1)C(NC=1C=C(C=CC1)C)=O)NC1=CC(=CC=C1)F)=O (2-((3-fluorophenyl)amino)-6-(m-tolylcarbamoyl)pyridin-4-yl)carbamic acid tert-butyl ester